ethyl-6-((4-methylbenzyl)amino)benzo[cd]indol-2(1H)-one C(C)N1C(C2=C3C(C(=CC=C13)NCC1=CC=C(C=C1)C)=CC=C2)=O